1-butyl syringate C(C1=CC(OC)=C(O)C(OC)=C1)(=O)OCCCC